C1=CC=C(C(=C1)C2=C3C=C(C(=O)C(=C3OC4=C(C(=C(C=C24)Br)[O-])Br)Br)Br)C(=O)[O-] The molecule is a carboxylic acid anion resulting from the removal of protons from the phenolic hydroxy group and the carboxy group of 2',4',5',7'-tetrabromofluorescein. It has a role as a fluorochrome. It is a phenolate anion and a member of benzoates. It is a conjugate base of a 2',4',5',7'-tetrabromofluorescein.